N-(4-(8-amino-3,5-dimethylimidazo[1,5-a]pyrazin-1-yl)-3-fluorophenyl)-2-hydroxy-2-(m-tolyl)acetamide NC=1C=2N(C(=CN1)C)C(=NC2C2=C(C=C(C=C2)NC(C(C=2C=C(C=CC2)C)O)=O)F)C